O1N=C(C2=C1C=CC=C2)CC(=O)O (1,2-benzoxazol-3-yl)acetic acid